2-[4-bromo-1'-(1H-indazole-5-carbonyl)-2-oxospiro[indole-3,4'-piperidin]-1-yl]-N-methyl-N-(5-methyl-1,2-oxazol-3-yl)acetamide BrC1=C2C(=CC=C1)N(C(C21CCN(CC1)C(=O)C=1C=C2C=NNC2=CC1)=O)CC(=O)N(C1=NOC(=C1)C)C